2,2-dimethyl-1,3-propanediyl diacrylate C(C=C)(=O)OCC(COC(C=C)=O)(C)C